C(C)C1=NC(=NC(=C1)N1C[C@@H](NCC1)C1=CN=C2N1C=CC=C2)N (R)-4-ethyl-6-(3-(imidazo[1,2-a]pyridin-3-yl)piperazin-1-yl)pyrimidin-2-amine